6-bromo-4-(6-chloro-5-fluoro-indolin-1-yl)quinoline-3-carbonitrile BrC=1C=C2C(=C(C=NC2=CC1)C#N)N1CCC2=CC(=C(C=C12)Cl)F